[N+](=O)([O-])C=1C=CC2=C(C(=NS2)NC(C)=O)C1 N-(5-nitro-1,2-benzothiazol-3-yl)acetamide